4-(3-bromo-9-ethyl-6,6-dimethyl-11-oxo-6,11-dihydro-5H-benzo[b]carbazol-8-yl)piperazine-1-carboxylic acid tert-butyl ester C(C)(C)(C)OC(=O)N1CCN(CC1)C=1C(=CC2=C(C(C=3NC4=CC(=CC=C4C3C2=O)Br)(C)C)C1)CC